ClC1=C(C=CC=C1C1C(NC(CC1)=O)=O)C1=CC=C(C=C1)N1C(CC(CC1)(F)F)=O 3-(2-chloro-4'-(4,4-difluoro-2-oxopiperidin-1-yl)-[1,1'-biphenyl]-3-yl)piperidine-2,6-dione